3-cyclopropyl-1-(2-fluoro-4-iodophenyl)-6,8-dimethyl-5-{3-[(methylsulfamoyl)amino]phenoxy}pyrido[2,3-d]pyrimidine-2,4,7-trione C1(CC1)N1C(N(C2=C(C1=O)C(=C(C(N2C)=O)C)OC2=CC(=CC=C2)NS(NC)(=O)=O)C2=C(C=C(C=C2)I)F)=O